2-(4-cyano-3-fluorophenyl)-6-(1,4-diazepan-1-yl)-3-(3-fluoro-4-methoxyphenyl)isonicotinic acid C(#N)C1=C(C=C(C=C1)C=1C(=C(C(=O)O)C=C(N1)N1CCNCCC1)C1=CC(=C(C=C1)OC)F)F